9-(2-chlorophenyl)-5-fluoro-8-methyl-2,7,8,9-tetrahydro-3H-pyrido[4,3,2-de]phthalazin-3-one ClC1=C(C=CC=C1)C1C(NC=2C=3C1=NNC(C3C=C(C2)F)=O)C